2-oxo-5-(pyrazine-2-carboxamido)hexanediamide O=C(C(=O)N)CCC(C(=O)N)NC(=O)C1=NC=CN=C1